CN(C(C(=O)C1=CC=C(C=C1)N1CCOCC1)(CC)CC1=CC=C(C=C1)C)C 2-dimethylamino-2-(4-methylbenzyl)-1-(4-morpholino-phenyl)butan-1-one